FC=1C=C(C(=O)NCC=2N=NN(C2)[C@H](C\C=C\C2=CC=CC=C2)CC(=O)NO)C=CC1F 3,4-difluoro-N-[[1-[(E,1R)-1-[2-(hydroxyamino)-2-oxo-ethyl]-4-phenyl-but-3-enyl]triazol-4-yl]methyl]benzamide